[Cl-].[Cr+] chromium(I) chloride